C(C)C=1C=CC=2NC3=CC=C(C=C3C2C1)CC 3,6-diethyl-carbazole